FC1=C2C=CC=NC2=C(C=C1)C#N 5-fluoroquinoline-8-carbonitrile